FC(C(F)(F)F)OC(C(F)(F)F)F Bistetrafluoroethyl ether